tert-butyl (2R,4R)-2-[[2-(cyclohexylamino)-2-oxo-1-(3-pyridyl)ethyl]-(4-cyclopropylphenyl)carbamoyl]-4-hydroxy-pyrrolidine-1-carboxylate C1(CCCCC1)NC(C(C=1C=NC=CC1)N(C(=O)[C@@H]1N(C[C@@H](C1)O)C(=O)OC(C)(C)C)C1=CC=C(C=C1)C1CC1)=O